ClC1=CC(=C(C=C1)C1=CC=C(C=C1)C1CN(C1)C(=O)N1C[C@H](CC1)C1=NN=NN1)S(=O)(=O)C [3-[4-(4-Chloro-2-methylsulfonyl-phenyl)phenyl]azetidin-1-yl]-[(3S)-3-(1H-tetrazol-5-yl)pyrrolidin-1-yl]methanone